FC1=C(OC=2N=CC(=NC2)NC(C(C)N2CC(N(CC2)C(=O)C2=CC=[N+](C=C2)[O-])(C)C)=O)C=CC(=C1)F 4-(4-(1-((5-(2,4-difluorophenoxy)pyrazin-2-yl)amino)-1-oxopropan-2-yl)-2,2-dimethylpiperazine-1-carbonyl)pyridine 1-oxide